C(C)(=O)C1=NN(C=2C=C3C(=CC12)C1=C(OC3C)N=C(N=C1)C)CC(=O)N1[C@@H]3C[C@@]3(C[C@H]1C(=O)NC1=NC(=CC=C1C)Br)C (1R,3S,5R)-2-(2-(10-acetyl-3,6-dimethylpyrimidino[5',4':5,6]pyrano[4,3-f]indazol-8(6H)-yl)acetyl)-N-(6-bromo-3-methylpyridin-2-yl)-5-methyl-2-azabicyclo[3.1.0]hexane-3-carboxamide